4-[(4-cyclohexylphenyl)amino]-2-(dipropylamino)-6-(propan-2-yl)-5,6-dihydro-7H-pyrrolo[3,4-d]pyrimidin-7-one C1(CCCCC1)C1=CC=C(C=C1)NC=1C2=C(N=C(N1)N(CCC)CCC)C(N(C2)C(C)C)=O